OC[C@@H](CC(C)C)NC1=N\C(\C(N1C)=O)=C/C=1C=C2C=NN(C2=CC1)C (5Z)-2-[[(1R)-1-(Hydroxymethyl)-3-methyl-butyl]amino]-3-methyl-5-[(1-methylindazol-5-yl)methylene]imidazol-4-one